COC=1C(=C2C=CNC2=C(C1)C)CN1[C@@H](C[C@H](CC1)N1C(CCC1)=O)C1=C(C(=O)O)C=CC=C1 (2S,4S)-(1-((5-methoxy-7-methyl-1H-indol-4-yl)methyl)-4-(2-oxopyrrolidin-1-yl)piperidin-2-yl)benzoic acid